2-(4-methoxyphenyl)-2-(((2-oxoimidazolidin-1-yl)acetyl)amino)-N-(4-(trimethylsilyl)phenyl)acetamide COC1=CC=C(C=C1)C(C(=O)NC1=CC=C(C=C1)[Si](C)(C)C)NC(CN1C(NCC1)=O)=O